C(C)(C)(C)OC(=O)N1[C@@H](C[C@](C1)(O)CC)C(=O)O (2S,4R)-1-tert-Butoxycarbonyl-4-ethyl-4-hydroxy-pyrrolidine-2-carboxylic acid